BrC1=CC=C(C=C1)CC#N 4-bromophenylacetonitrile